C(C)(=O)OC1[C@]2([C@@](N(C1)C(=O)OC(C)(C)C)(CCC2)C(=O)OC)CCCB2OC(C(O2)(C)C)(C)C 1-(tert-butyl) 6a-methyl (3aR,6aS)-3-acetoxy-3a-(3-(4,4,5,5-tetramethyl-1,3,2-dioxaborolan-2-yl)propyl)hexahydrocyclopenta[b]pyrrole-1,6a-dicarboxylate